[Si](C)(C)(C(C)(C)C)OCCNC(C)C1=CC=C(C=C1)OC(F)F 2-((tert-Butyldimethylsilyl)oxy)-N-(1-(4-(difluoromethoxy)phenyl)ethyl)ethanamine